BrC=1N=C(C(=NC1)OC1CN(CC1)C(=O)OC(C)(C)C)C(F)(F)F tert-butyl 3-((5-bromo-3-(trifluoromethyl)pyrazin-2-yl)oxy)pyrrolidine-1-carboxylate